ClC=1C=C(C(=NC1)C)N[C@@H](C)C1=CC=C(S1)C(=O)N[C@H](C(=O)NC(C)C)CC1CCCC1 (2S)-2-({5-[(1S)-1-[(5-chloro-2-methylpyridin-3-yl)amino]ethyl]thiophen-2-yl}formamido)-3-cyclopentyl-N-(propan-2-yl)propanamide